tert-butyl (2-(3-(1,3-dioxo-3,4-dihydroisoquinolin-2(1H)-yl)-N-methoxypropanamido)ethyl)carbamate O=C1N(C(CC2=CC=CC=C12)=O)CCC(=O)N(OC)CCNC(OC(C)(C)C)=O